S([O-])(O)(=O)=O.S1[NH2+]C=CC=C1 thiazinium bisulfate